S(CCC(C(=O)[O-])CC1=CC(=C(C(=C1)C(C)(C)C)O)C(C)(C)C)CCC(C(=O)[O-])CC1=CC(=C(C(=C1)C(C)(C)C)O)C(C)(C)C thiodiethylene-bis[3-(3,5-di-t-butyl-4-hydroxyphenyl) propionate]